C(C)OC(=O)[C@H]1CN(CCC1)CC=1COC2=CC(=CC=C2C1)OCC=1C=C2C(=NN(C2=CC1)C(C)C)Cl.ClC(C(=O)N1C=CC=CC=C1)Cl 1-(dichloroacetyl)azepine ethyl-(R)-1-[7-(3-chloro-1-isopropyl-1H-indazol-5-ylmethoxy)-2H-chromen-3-ylmethyl]-piperidine-3-carboxylate